C(C)C=1N=C(OC1C(=O)N)C ethyl-2-methyloxazole-5-carboxamide